(R)-N-(1-hydroxybutan-2-yl)-2-methyl-3-(4-(trifluoromethyl)phenyl)quinoxaline-6-carboxamide OC[C@@H](CC)NC(=O)C=1C=C2N=C(C(=NC2=CC1)C)C1=CC=C(C=C1)C(F)(F)F